5-(benzyloxy)-1-(7,8-difluoroindeno[1,2-a]inden-4b(9H)-yl)-3-(3-fluorophenethyl)-2,3-dihydro-1H-pyrido[2,1-f][1,2,4]triazine-4,6-dione C(C1=CC=CC=C1)OC=1C(C=CN2N(CN(C(C21)=O)CCC2=CC(=CC=C2)F)C21C(=CC3=CC=CC=C23)CC=2C(=C(C=CC21)F)F)=O